(E)-1-cyano-N-(2,5,8,11,14,17-hexaoxanonadec-19-yl)-2-(6-(piperidin-1-yl)naphthalen-2-yl)prop-1-en-1-sulfonamide C(#N)/C(=C(/C)\C1=CC2=CC=C(C=C2C=C1)N1CCCCC1)/S(=O)(=O)NCCOCCOCCOCCOCCOCCOC